2-[2-(2,5-dimethylpyridin-4-yl)-5,8-dioxo-6-(propan-2-yl)-5,6,7,8-tetrahydro-4H-pyrazolo[1,5-a]pyrrolo[3,4-d]pyrimidin-4-yl]-N-(5-fluoropyridin-2-yl)acetamide CC1=NC=C(C(=C1)C1=NN2C(N(C3=C(C2=O)CN(C3=O)C(C)C)CC(=O)NC3=NC=C(C=C3)F)=C1)C